(E)-N'-cyano-N-((1,2,3,5,6,7-hexahydro-s-indacen-4-yl)carbamoyl)-2-((S)-2-methyl-1-(tetrahydro-2H-pyran-4-yl)pyrrolidin-2-yl)ethene-1-sulfonimidamide C(#N)N=S(=O)(NC(NC1=C2CCCC2=CC=2CCCC12)=O)\C=C\[C@]1(N(CCC1)C1CCOCC1)C